N-[1-(2H-1,3-benzodioxol-5-yl)propan-2-yl]-N-methylhydroxylamine O1COC2=C1C=CC(=C2)CC(C)N(O)C